N-{4-[(1S,3S)-3-butyl-6-methoxy-1,2,3,4-tetrahydroisoquinolin-1-yl]phenyl}-2-methylpyridine-4-carboxamide C(CCC)[C@@H]1N[C@H](C2=CC=C(C=C2C1)OC)C1=CC=C(C=C1)NC(=O)C1=CC(=NC=C1)C